4,6-dichloro-S-triazine ClC1=NC=NC(=N1)Cl